(2-methoxyethyl)-methylamine COCCNC